N1CC(C1)C=1N=NC(=CC1)C1(CC1)C(F)(F)F 3-(azetidin-3-yl)-6-[1-(trifluoromethyl)cyclopropyl]pyridazine